N-(5-((6-((R)-3-(3-chloro-2,4-difluorophenyl)isoxazolidine-2-yl)pyrimidine-4-yl)amino)-4-methoxy-2-(4-(4-methylpiperazine-1-yl)piperidine-1-yl)phenyl)acrylamide ClC=1C(=C(C=CC1F)[C@@H]1N(OCC1)C1=CC(=NC=N1)NC=1C(=CC(=C(C1)NC(C=C)=O)N1CCC(CC1)N1CCN(CC1)C)OC)F